ClC1=NC(=CC(=N1)C1=CC(=CC=C1)C1=CC2=CC=CC=C2C=C1)C1=CC=C(C=C1)C=1C=NC=CC1 2-chloro-4-{3-(naphthalen-2-yl)phenyl}-6-{4-(pyridin-3-yl)phenyl}pyrimidine